[Na+].[Sb]([O-])([O-])([O-])=O.[Na+].[Na+] Antimonic acid sodium salt